(6-(bromomethyl)-2,3-dihydro-1H-inden-1-yl)carbamic acid tert-butyl ester C(C)(C)(C)OC(NC1CCC2=CC=C(C=C12)CBr)=O